2,3-Dihydro-1H-imidazol N1CNC=C1